3-[8-Amino-6-(2-fluoro-3-methoxyphenyl)imidazo[1,2-a]pyrazin-3-yl]-N-(trans-4-hydroxycyclohexyl)-4-methylbenzenesulfonamide NC=1C=2N(C=C(N1)C1=C(C(=CC=C1)OC)F)C(=CN2)C=2C=C(C=CC2C)S(=O)(=O)N[C@@H]2CC[C@H](CC2)O